C(C)(C)(C)C1=CC(=C(C=C1Cl)C=1C=C(C2=C(C=NNC2=O)N1)OC)C 2-(4-tert-butyl-5-chloro-2-methyl-phenyl)-4-methoxy-6H-pyrido[2,3-d]pyridazin-5-one